cis-benzyl 3-hydroxycyclobutanecarboxylate O[C@H]1C[C@H](C1)C(=O)OCC1=CC=CC=C1